COC(=O)C=1C=C2N=C(C=3N(C2=CC1)C=CN3)C3=CC=CC=C3 4-phenylimidazo[1,2-a]quinoxaline-7-carboxylic acid methyl ester